ClC=1C=C2CCN(CC2=C(C1)[C@H]1N(CCC1)C(=O)OC(C)(C)C)C(=O)C1=NN(C(=C1)C)C tert-butyl (S)-2-[6-chloro-2-(1,5-dimethyl-1H-pyrazole-3-carbonyl)-1,2,3,4-tetrahydroisoquinolin-8-yl]pyrrolidine-1-carboxylate